Cl.C(CCCCCCCCCCC)OCC(=O)OC1=CCC2=CC=CC=C12 inden-3-yl 2-(dodecyloxy)acetate hydrochloride